C1(=CC=CC=C1)C1=CC=CC(=N1)S(=O)(=O)NC=1C=CC=C2C=CC=NC12 6-phenyl-N-(quinolin-8-yl)pyridine-2-sulfonamide